[Mg].[B].[Fe] iron-boron-magnesium